NC=1C(=NC(=C(N1)F)C1=CC(=C(C=C1)N1C[C@H](O[C@H](C1)C)C)CN(C)C)C=1C=C2C(CNC(C2=CC1)=O)(F)F 6-(3-amino-6-(3-((dimethylamino)methyl)-4-((2R,6S)-2,6-dimethylmorpholino)phenyl)-5-fluoropyrazin-2-yl)-4,4-difluoro-3,4-dihydroisoquinolin-1(2H)-one